NCC=1C=CC(=NC1)CN1C(=NC=2C1=C(N=NC2N)OC(C)C)CCCC ((5-(aminomethyl)pyridin-2-yl)methyl)-2-butyl-7-isopropoxy-1H-imidazo[4,5-d]pyridazin-4-amine